tert-butyl 4-but-3-enylpiperazine-1-carboxylate C(CC=C)N1CCN(CC1)C(=O)OC(C)(C)C